FC(C1=CC=C(C=N1)CC1CC2(CN(C2)C(=O)N2C[C@H](CC2)C(=O)N)C1)(F)F (3S)-1-[6-[[6-(trifluoromethyl)-3-pyridinyl]methyl]-2-azaspiro[3.3]heptane-2-carbonyl]pyrrolidine-3-carboxamide